CCC=C gamma-methylpropene